(S)-3,7-dimethyl-octadiene-1,6-diene CC(=C=C)C=CC=C(C)C